6-(2-amino-5-(4-(3-(isobutyl(methyl)amino)pyrrolidin-1-yl)phenyl)pyridin-3-yl)-3,4-dihydroisoquinolin-1(2H)-one NC1=NC=C(C=C1C=1C=C2CCNC(C2=CC1)=O)C1=CC=C(C=C1)N1CC(CC1)N(C)CC(C)C